2-[(5-Fluoro-3-{3-[4-(piperazin-1-carbonyl)phenyl]-1,2-oxazol-5-yl}-1H-indazol-6-yl)oxy]ethan-1-ol FC=1C=C2C(=NNC2=CC1OCCO)C1=CC(=NO1)C1=CC=C(C=C1)C(=O)N1CCNCC1